6-bromoimidazo[1,5-a]pyridine-3-carbohydrazide BrC=1C=CC=2N(C1)C(=NC2)C(=O)NN